C(C(C)C)NC1CN(CC1)C(=O)OC(C)(C)C tert-butyl 3-(isobutylamino)pyrrolidine-1-carboxylate